NC(CCC1CCCCC1)N 3-bisaminopropylcyclohexane